pyridin-2-ylmethyl-d2-amine N1=C(C=CC=C1)C([2H])([2H])N